(1R)-1-[3-[tert-butyl-(dimethyl)silyl]oxy-4-methoxy-phenyl]ethanamine C(C)(C)(C)[Si](OC=1C=C(C=CC1OC)[C@@H](C)N)(C)C